N-(4-Fluoro-5-(((2S,5'S)-5'-methyl-3H-spiro[furo[3,2-b]pyridine-2,3'-pyrrolidin]-1'-yl)methyl)thiazol-2-yl)acetamide FC=1N=C(SC1CN1C[C@]2(C[C@@H]1C)CC1=NC=CC=C1O2)NC(C)=O